[PH2](=O)[O-].C(CC)[NH3+] propylammonium hypophosphite